N1(CCCCC1)C=1OC=2C(=NC(=C(C2)NC(C2=NC(=CC=C2)C=2C=NN(C2)C)=O)N2CCCCC2)N1 N-(2,5-di(piperidin-1-yl)oxazolo[4,5-b]pyridin-6-yl)-6-(1-methyl-1H-pyrazol-4-yl)picolinamide